FC(C(=O)NC=1C(=C(C(=CC1)F)NC(C1=CC(=CC=C1)C)=O)F)F N-(3-(2,2-difluoroacetamido)-2,6-difluorophenyl)-3-methylbenzamide